BrC1=C(C=C(OC2=CC=C(C#N)C=C2)C=C1)COC1OCCCC1 4-[4-bromo-3-(tetrahydro-pyran-2-yloxymethyl)-phenoxy]-benzonitrile